(4S)-5,5-difluoro-1-[3-(trifluoromethoxy)propyl]-3-(trifluoromethyl)-6,7-dihydro-4H-indazol-4-ol FC1([C@H](C=2C(=NN(C2CC1)CCCOC(F)(F)F)C(F)(F)F)O)F